NC1=NC(=CC(=N1)N1C(COCCC1)C=1C=C(C(=O)NC2CC2)C=CC1Cl)C 3-(4-(2-amino-6-methylpyrimidin-4-yl)-1,4-oxazepan-3-yl)-4-chloro-N-cyclopropylbenzamide